C(C)(C)(C)OC(=O)NC=1SC=C(C1C(=O)OCC)C1=CC=CC=C1 Ethyl 2-((tert-butoxycarbonyl)amino)-4-phenylthiophene-3-carboxylate